C1(CC1)NC1=NC=CC(=N1)OC1C(NCC1)=O 3-((2-(cyclopropylamino)pyrimidin-4-yl)oxy)-2-oxopyrrolidin